BrC=1C=C2C3(C(NC2=C(C1)C)=O)C(C3)(C3=CC=CC=C3)C3=CC=CC=C3 5'-bromo-7'-methyl-2,2-Diphenylspiro[cyclopropane-1,3'-indol]-2'-one